CC(C)OC1=CC=C(C=C1)C1=CN=C2N1C=C(C=C2)C2=CC=C(C=C2)C(C)(C)O 2-(4-{3-[4-(propan-2-yloxy)phenyl]imidazo[1,2-a]pyridin-6-yl}phenyl)propan-2-ol